C(=C)(C)[C@@H]1CCC(=C[C@H]1C1=C(C=C(C=C1O)CCCC)O)C 2-[(1R,6R)-6-isopropenyl-3-methylcyclohex-2-en-1-yl]-5-butylbenzene-1,3-diol